O.[Al](Cl)(Cl)Cl aluminum chloride hydrate